3-methyl-2,3-dihydrobenzo[b]thiophene CC1C2=C(SC1)C=CC=C2